ClC=1C(=NC(=NC1)NC1CCOCC1)C1=CC=C2CN(C(C2=C1)=O)CC(=O)NC(C)C1CNCCC1 2-(6-{5-chloro-2-[(oxacyclohex-4-yl)amino]pyrimidin-4-yl}-1-oxo-2,3-dihydro-1H-isoindol-2-yl)-N-[1-(piperidin-3-yl)ethyl]acetamide